(R)-4-((3R,5R,8R,9S,10S,12S,13R,14S,17R)-12-hydroxy-10,13-dimethyl-3-(2-(trimethylammonio)acetoxy)hexadecahydro-1H-cyclopenta[a]phenanthren-17-yl)pentanoate O[C@@H]1[C@@]2([C@H](CC[C@H]2[C@@H]2CC[C@@H]3C[C@@H](CC[C@@]3([C@H]2C1)C)OC(C[N+](C)(C)C)=O)[C@@H](CCC(=O)[O-])C)C